N-[2-[4-[3-(3-methyl-1,2-benzoxazol-6-yl)-1,2,4-oxadiazol-5-yl]-1-piperidinyl]-2-oxo-ethyl]benzamide Tertiary butyl-acrylate dimethylaminomethyl-(methacrylate) CN(C)COC(C(=C)C)=O.C(C)(C)(C)OC(C=C)=O.CC1=NOC2=C1C=CC(=C2)C2=NOC(=N2)C2CCN(CC2)C(CNC(C2=CC=CC=C2)=O)=O